CC12C(C3C(C=C1)(C1=CC=C(C=C1)C)S3)S2 4,4'-dimethylbiphenyl disulfide